6-chloro-3-[[(1R)-1-(6-methyl-4-oxo-2-phenyl-chromen-8-yl)ethyl]amino]pyridine-2-carboxylic acid ClC1=CC=C(C(=N1)C(=O)O)N[C@H](C)C=1C=C(C=C2C(C=C(OC12)C1=CC=CC=C1)=O)C